C(C)C1CC(C(N1)=O)=C 5-ethyl-3-methylene-2-pyrrolidone